C(=C)C1OCCC1 vinyl-oxolane